1-(2-hydroxy-4,6-dimethoxyphenyl)ethan-1-one OC1=C(C(=CC(=C1)OC)OC)C(C)=O